FC(C(COC)OC1=NC=CC(=C1)C#N)(F)F 2-[(1,1,1-trifluoro-3-methoxypropan-2-yl)oxy]pyridine-4-carbonitrile